1-((1-(2-chloro-5-fluorophenyl)-5-((S)-1-hydroxyethyl)-1H-1,2,4-triazol-3-yl)methyl)-4-(4-chlorophenyl)-3-((S)-3,3,3-trifluoro-2-hydroxypropyl)-1,3-dihydro-2H-imidazol-2-one ClC1=C(C=C(C=C1)F)N1N=C(N=C1[C@H](C)O)CN1C(N(C(=C1)C1=CC=C(C=C1)Cl)C[C@@H](C(F)(F)F)O)=O